O1C=C(C(=O)C2=CC=C(O)C=C12)C1=CC=C(O)C=C1 deoxygenistein